O.[K+].N[C@@H](CC(=O)O)C(=O)[O-] L-aspartic acid monopotassium salt hydrate